ditartrate dihydrate O.O.C(=O)(O)C(O)C(O)C(=O)O.C(=O)(O)C(O)C(O)C(=O)O